2,6-dibromo-benzoic acid BrC1=C(C(=O)O)C(=CC=C1)Br